2-Amino-4-(6-chloro-8-fluoro-2-(((2R,7aS)-2-fluorotetrahydro-1H-pyrrolizin-7a(5H)-yl)methoxy)-4-((S)-3-hydroxypiperidin-1-yl)quinazolin-7-yl)-7-fluorobenzo[b]thiophene-3-carbonitrile NC1=C(C2=C(S1)C(=CC=C2C2=C(C=C1C(=NC(=NC1=C2F)OC[C@]21CCCN1C[C@@H](C2)F)N2C[C@H](CCC2)O)Cl)F)C#N